(1R,5S)-3-((S or R)-6-chloro-2-(3-(dimethylamino)azetidin-1-yl)-8-fluoro-7-(3-hydroxynaphthalen-1-yl)quinazolin-4-yl)-3,8-diazabicyclo[3.2.1]octane-8-formamidine bis-formate salt C(=O)O.C(=O)O.ClC=1C=C2C(=NC(=NC2=C(C1C1=CC(=CC2=CC=CC=C12)O)F)N1CC(C1)N(C)C)N1C[C@H]2CC[C@@H](C1)N2C(=N)N